C1OCC12CN(C2)C2COC1(C2)CCN(CC1)S(=O)(=O)C=1C=C(C#N)C=CC1F 3-((3-(2-Oxa-6-azaspiro[3.3]heptan-6-yl)-1-oxa-8-azaspiro[4.5]decan-8-yl)sulfonyl)-4-fluorobenzonitrile